2-Chloro-11-((3-methoxypropyl)amino)-6-methyl-6,11-dihydrodibenzo[c,f][1,2]thiazepine 5,5-dioxide ClC=1C=CC2=C(C(C3=C(N(S2(=O)=O)C)C=CC=C3)NCCCOC)C1